2-(6-(cyclopentyloxy)-4-((1S,3S)-3-methoxy-1-(4-methyl-4H-1,2,4-triazol-3-yl)cyclobutyl)pyridin-2-yl)-6-(((1-methylcyclobutyl)amino)methyl)-4-(trifluoromethyl)isoindolin-1-one C1(CCCC1)OC1=CC(=CC(=N1)N1C(C2=CC(=CC(=C2C1)C(F)(F)F)CNC1(CCC1)C)=O)C1(CC(C1)OC)C1=NN=CN1C